C(N)(=O)C1=CC=C(OCC=2C3=C(SC2C(=O)O)C=CC=C3C#N)C=C1 3-((4-carbamoylphenoxy)methyl)-4-cyanobenzo[b]thiophene-2-carboxylic acid